O1COC2=C1C=CC(=C2)/C=C/C(=O)N(C=2SC=CN2)C2CCCCC2 (E)-3-(1,3-benzodioxol-5-yl)-N-cyclohexyl-N-thiazol-2-yl-prop-2-enamide